4-(2-amino-2-methylpropanoyl)-N-(1-(4-(((trans-4-aminocyclohexyl)amino)methyl)-3-fluorophenyl)-2-oxo-1,2,5,6-tetrahydropyrimidin-4-yl)piperazine-1-carboxamide hydrochloride salt Cl.NC(C(=O)N1CCN(CC1)C(=O)NC1=NC(N(CC1)C1=CC(=C(C=C1)CN[C@@H]1CC[C@H](CC1)N)F)=O)(C)C